BrC1CCC(C(C1C(O)OC)F)OC(F)(F)F [6-bromo-2-fluoro-3-(trifluoromethoxy)cyclohexyl](methoxy)methanol